CC1=NOC(=C1C=1C=CC2=C(NC(N2)=O)C1)C 6-(3,5-dimethylisoxazol-4-yl)-1H-benzo[d]imidazol-2(3H)-one